(Picrylamino)-1,2,4-triazole C1(=C([N+](=O)[O-])C=C([N+](=O)[O-])C=C1[N+](=O)[O-])NC1=NNC=N1